FC(C1=CC=C(OC2=CC=C(C=C2)NC(OC(C)(C)C)=O)C=C1)(F)F tert-butyl (4-(4-(trifluoromethyl)phenoxy)phenyl)carbamate